Pyran-3-carboxylic acid ethyl ester C(C)OC(=O)C=1COC=CC1